The molecule is the epoxide formed from cholest-5-ene by formal addition of oxygen across the 5,6 double bond with beta-configuration at both C-5 and C-6. It has a role as a mouse metabolite. It derives from a hydride of a 5beta-cholestane. C[C@H](CCCC(C)C)[C@H]1CC[C@@H]2[C@@]1(CC[C@H]3[C@H]2C[C@@H]4[C@]5([C@@]3(CCCC5)C)O4)C